((1S,3r)-3-hydroxy-3-methylcyclobutyl)(6-((S)-1-(1-methyl-1H-indazol-6-yl)ethyl)-2-azaspiro[3.3]hept-2-yl)methanone copper [Cu].OC1(CC(C1)C(=O)N1CC2(C1)CC(C2)[C@H](C)C2=CC=C1C=NN(C1=C2)C)C